(13R)-16-fluoro-13-methyl-19-(oxan-2-yl)-8,14-dioxa-10,19,20,23-tetraazatetracyclo[13.5.2.12,6.018,21]tricosa-1(20),2,4,6(23),15,17,21-heptaen-9-one FC1=C2O[C@@H](CCNC(OCC=3C=CC=C(C4=NN(C(=C1)C4=C2)C2OCCCC2)N3)=O)C